NC=1C=C(CN2C(=CC3=CC=C(C=C23)C#N)C(=O)NC2CCC(CC2)NC(OC(C)(C)C)=O)C=CC1 tert-Butyl ((1r,4r)-4-(1-(3-aminobenzyl)-6-cyano-1H-indole-2-carboxamido)cyclohexyl)-carbamate